C1(=CC=CC=C1)S(=O)(=O)C1=C(C=CC(=C1)S(=O)(=O)C1=CC=CC=C1)O 2,4-diphenyl-sulfonyl-phenol